FC(CN1C(=NC2=NC=C(C=C21)C2=CNC=1N=C(N=C(C12)OC)N[C@@H]1CCC(N(C1)C)=O)C)F (R)-5-((5-(1-(2,2-difluoroethyl)-2-methyl-1H-imidazo[4,5-b]pyridin-6-yl)-4-methoxy-7H-pyrrolo[2,3-d]pyrimidin-2-yl)amino)-1-methylpiperidin-2-one